C(CCCCC)(=O)OOC(CCCCC)=O di(hexanoyl) peroxide